CN1C2=C(C=3C=CC(=CC13)S(=O)C)C=NN(C2=O)CC2=C1C=NN(C1=CC=C2)COCC[Si](C)(C)C 5-methyl-7-(methylsulfinyl)-3-((1-((2-(trimethylsilyl)ethoxy)methyl)-1H-indazol-4-yl)methyl)-3,5-dihydro-4H-pyridazino[4,5-b]indol-4-one